(2-(((2-aminoethyl)(methyl)-amino)methyl)-3-(4,4-bis-(methoxymethyl)cyclohexyl)-6,7-dihydropyrazolo[1,5-a]-pyrazin-5(4H)-yl)(bicyclo-[1.1.1]pentan-1-yl)methanone NCCN(C)CC1=NN2C(CN(CC2)C(=O)C23CC(C2)C3)=C1C1CCC(CC1)(COC)COC